C1(CC1)CN1C(=CC2=CC=CC(=C12)\C=C\CO)C(=O)OC (E)-methyl 1-(cyclopropylmethyl)-7-(3-hydroxy-prop-1-en-1-yl)-1H-indole-2-carboxylate